C12C=C(CC2C1)C=1N=CN(C1C1CC1)COCC[Si](C)(C)C 2-[[4-(3-bicyclo[3.1.0]hex-2-enyl)-5-cyclopropyl-imidazol-1-yl]methoxy]ethyl-trimethyl-silane